methyl 3-(2-methoxyethyl)-1-methylindazole-5-carboxylate COCCC1=NN(C2=CC=C(C=C12)C(=O)OC)C